tert-butyl ((1R,4r)-4-(((6-((2S,6R)-2,6-dimethylmorpholino)-2-methoxypyridin-3-yl)amino)methyl)cyclohexyl)carbamate C[C@@H]1O[C@@H](CN(C1)C1=CC=C(C(=N1)OC)NCC1CCC(CC1)NC(OC(C)(C)C)=O)C